C(C=1C(O)=CC=CC1)(=O)O.[La] lanthanum salicylic acid